C(C)(=O)C=1C(NC(NC1C)=O)C1=CC=C(C=C1)C 5-acetyl-6-methyl-4-(4'-methylphenyl)-3,4-dihydropyrimidin-2-one